C(#N)C1=CC(=C(C=C1)NS(=O)(=O)C1=CNC=C1C1=CC=CC=C1)F N-(4-cyano-2-fluoro-phenyl)-4-phenyl-1H-pyrrole-3-sulfonamide